CC1=CC=C(CN2C(N(C3=C2C=CC=C3)[C@H](CNC(=O)C=3N=NC=CC3)CC3=CC=C(C=C3)C)=NC(OC(C)(C)C)=O)C=C1 tert-butyl (S)-(1-(4-methylbenzyl)-3-(1-(pyridazine-3-carboxamido)-3-(p-tolyl)propan-2-yl)-1,3-dihydro-2H-benzo[d]imidazol-2-ylidene)carbamate